O(C1=CC=CC=C1)C1=CC2=C(C(OC2=O)=O)C=C1 5-phenoxy-2-benzofuran-1,3-dione